N[C@@H](CCCSC)C(=O)O L-HomoMethionine